[2-[3',6'-bis(diethylamino)-3-oxospiro[isoindole-1,9'-xanthene]-2-yl]phenyl]boronic acid C(C)N(C=1C=CC=2C3(C4=CC=C(C=C4OC2C1)N(CC)CC)N(C(C1=CC=CC=C13)=O)C1=C(C=CC=C1)B(O)O)CC